C(C)(C)(C)C=1C=C(CN(C(CN(S(=O)(=O)C2=C(C(=C(C(=C2F)F)F)F)F)CC2=C(C=C(C=C2)F)Cl)=O)C2=C(C=C(C(=O)O)C=C2)OCCOC)C=C(C1)C1CC1 4-(N-(3-(tert-butyl)-5-cyclopropylbenzyl)-2-(N-(2-chloro-4-fluorobenzyl)-(2,3,4,5,6-pentafluorophenyl)sulfonamido)acetamido)-3-(2-methoxyethoxy)benzoic acid